CC=1C=C(OC2CN(C2)C(=O)OC(C)(C)C)C=CC1[N+](=O)[O-] tert-Butyl 3-(3-methyl-4-nitro-phenoxy)azetidine-1-carboxylate